1-(1-(fluoromethyl)cyclopropyl)-4-((3-(pyridin-2-yl)isoxazol-5-yl)methyl)-1,4-dihydropyrazine-2,3-dione FCC1(CC1)N1C(C(N(C=C1)CC1=CC(=NO1)C1=NC=CC=C1)=O)=O